2-(2,6-dioxopiperidin-3-yl)-5-((6-(3-((1r,3r)-3-((5-(5-methyl-5H-pyrido[4,3-b]indol-7-yl)pyridin-2-yl)oxy)cyclobutoxy)phenoxy)hexyl)oxy)isoindoline-1,3-dione O=C1NC(CCC1N1C(C2=CC=C(C=C2C1=O)OCCCCCCOC1=CC(=CC=C1)OC1CC(C1)OC1=NC=C(C=C1)C=1C=CC=2C3=C(N(C2C1)C)C=CN=C3)=O)=O